(S)-N-(1-(7-(1-(difluoromethyl)-1H-pyrazol-3-yl)-2-methylquinolin-5-yl)cyclopropyl)-2-methyl-5-((1-methylazetidin-2-yl)methoxy)benzamide FC(N1N=C(C=C1)C1=CC(=C2C=CC(=NC2=C1)C)C1(CC1)NC(C1=C(C=CC(=C1)OC[C@H]1N(CC1)C)C)=O)F